1-methyl-1,2-dihydro-3H-benzo[e]indole-3-carboximidamide CC1CN(C=2C=CC3=C(C12)C=CC=C3)C(N)=N